(1-(4-amino-7-bromopyrrolo[2,1-f][1,2,4]triazin-5-yl)piperidin-3-yl)-5-(difluoromethyl)-3-(1-methyl-1,2,3,6-tetrahydropyridin-4-yl)thiophene-2-carboxamide NC1=NC=NN2C1=C(C=C2Br)N2CC(CCC2)C=2C(=C(SC2C(F)F)C(=O)N)C=2CCN(CC2)C